(S)-7-(4-fluorobenzyl)-2-methyl-N-((1-methylpiperidin-4-yl)methyl)-2,3-dihydro-1H-pyrido[2,3-b][1,4]oxazine-6-carboxamide FC1=CC=C(CC2=CC3=C(OC[C@@H](N3)C)N=C2C(=O)NCC2CCN(CC2)C)C=C1